2-[(4S)-4-amino-2-oxa-8-azaspiro[4.5]decan-8-yl]-5-(7-chloro-2-ethyl-2H-indazol-6-yl)-3-methyl-3H,4H,7H-pyrrolo[2,3-d]pyrimidin-4-one N[C@@H]1COCC12CCN(CC2)C=2N(C(C1=C(N2)NC=C1C=1C=CC2=CN(N=C2C1Cl)CC)=O)C